C(#N)C1(CC1)NS(=O)(=O)C=1C=C(C=2N(C1)C(=NC2)C=2SC(=NN2)C(F)F)N2CCC(CC2)OC N-(1-cyanocyclopropyl)-3-(5-(difluoromethyl)-1,3,4-thiadiazol-2-yl)-8-(4-methoxy-1-piperidyl)imidazo[1,5-a]pyridine-6-sulfonamide